6-bromo-2-(2,2-dimethoxyethyl)-8-methyl-[1,2,4]triazolo[1,5-a]pyridine BrC=1C=C(C=2N(C1)N=C(N2)CC(OC)OC)C